2-oxo-2,3-dihydro-1H-indole-5-carboxamide hydrochloride Cl.O=C1NC2=CC=C(C=C2C1)C(=O)N